methyl-bis(trimethylsilyloxy)vinylsilane C[SiH2]C=C(O[Si](C)(C)C)O[Si](C)(C)C